S(=O)(=O)(ON1[C@@H]2CC[C@H](N(C1=O)C2)C(NS(=O)(=O)C=2N=CN(C2)C)=N)[O-].[Na+] sodium (2S,5R)-2-(N-((1-methyl-1H-imidazol-4-yl)sulfonyl)carbamimidoyl)-7-oxo-1,6-diazabicyclo[3.2.1]octan-6-yl sulfate